N-methyl-N-(2-(tetrahydro-2H-pyran-4-yl)-5-(4,4,5,5-tetramethyl-1,3,2-dioxaborolan-2-yl)benzyl)ethanamine CN(CC)CC1=C(C=CC(=C1)B1OC(C(O1)(C)C)(C)C)C1CCOCC1